(6S)-6-[2-Chloro-3-(2,4-difluoro-phenyl)phenyl]-2-imino-6-methyl-3-[(2S*,4R*)-2-methyl-1,1-dioxo-thian-4-yl]hexahydropyrimidin-4-one hydrochloride Cl.ClC1=C(C=CC=C1C1=C(C=C(C=C1)F)F)[C@@]1(CC(N(C(N1)=N)[C@H]1C[C@@H](S(CC1)(=O)=O)C)=O)C |o1:23,25|